C(CC)CC(=O)O Propylacetic acid